ClC1=CC(=C(C=C1)C1(OC2=C(O1)C=CC=C2C2CCN(CC2)CC=2N(C(=CN2)/C=C/C(=O)O)[C@H](C)C2=CC=CC=C2)C)F (E)-3-(2-((4-(2-(4-chloro-2-fluorophenyl)-2-methylbenzo[d][1,3]dioxol-4-yl)piperidin-1-yl)methyl)-1-((R)-1-phenylethyl)-1H-imidazol-5-yl)acrylic acid